(R)-2-[[5-(ethylsulfonimidoyl)-6-[7-(trifluoromethyl)imidazo[1,2-c]pyrimidin-2-yl]-3-pyridyl]oxy]-2-methyl-propanenitrile C(C)[S@](=O)(=N)C=1C=C(C=NC1C=1N=C2N(C=NC(=C2)C(F)(F)F)C1)OC(C#N)(C)C